(S)-tert-butyl-4-(6-chloro-1-(4,6-diethylpyrimidin-5-yl)-7-(2-fluorophenyl)-2-oxo-1,2-dihydropyrido[2,3-d]pyrimidin-4-yl)-3-methylpiperazine-1-carboxylic acid C(C)(C)(C)[C@@H]1N(CCN(C1C)C=1C2=C(N(C(N1)=O)C=1C(=NC=NC1CC)CC)N=C(C(=C2)Cl)C2=C(C=CC=C2)F)C(=O)O